C1(CCCCC1)C=C(C(=O)O)C.C(C(=C)C)(=O)OC1CCCCC1 cyclohexyl methacrylate (cyclohexyl methacrylate)